1-(4-cyano-3-trifluoromethylphenyl)-1H-pyrazole-3-carboxylic acid C(#N)C1=C(C=C(C=C1)N1N=C(C=C1)C(=O)O)C(F)(F)F